1,1,1-trimethyl-stannane C[SnH](C)C